1,5-difluoro-2,4-dibromo-3-(methyl-d3)-benzene-6-d FC1=C(C(=C(C(=C1[2H])F)Br)C([2H])([2H])[2H])Br